(R)-2-(methylthio)-8-(1-propionylpiperidin-3-yl)pyrido[2,3-d]pyrimidine-5,7(6H,8H)-dione CSC=1N=CC2=C(N1)N(C(CC2=O)=O)[C@H]2CN(CCC2)C(CC)=O